BrC1=CC=C(OCC2COCC(O2)CN2N=CC=C2)C=C1 1-((6-((4-bromophenoxy)methyl)-1,4-dioxan-2-yl)methyl)-1H-pyrazole